(R)-5-isopropyl-5-{4-[4-(2-methylbenzoyl)piperidine-1-carbonyl]phenyl}imidazolidine-2,4-dione C(C)(C)[C@]1(C(NC(N1)=O)=O)C1=CC=C(C=C1)C(=O)N1CCC(CC1)C(C1=C(C=CC=C1)C)=O